N-[[6-(Cyclohexylamino)-2-pyridyl]sulfonyl]-2-(2,2,4-trimethylpyrrolidin-1-yl)pyridin-3-carboxamid C1(CCCCC1)NC1=CC=CC(=N1)S(=O)(=O)NC(=O)C=1C(=NC=CC1)N1C(CC(C1)C)(C)C